1-[2-(β-D-glucopyranosyloxy)-4,6-dihydroxyphenyl]-3-(4-hydroxyphenyl)-1-propanone [C@@H]1([C@H](O)[C@@H](O)[C@H](O)[C@H](O1)CO)OC1=C(C(=CC(=C1)O)O)C(CCC1=CC=C(C=C1)O)=O